(1R,2S,3R,5R)-3-(4-Amino-5-(tetrahydro-2H-pyran-4-yl)-7H-pyrrolo[2,3-d]pyrimidin-7-yl)-5-(((3-(phenethylamino)propyl)amino)methyl)cyclopentane-1,2-diol NC=1C2=C(N=CN1)N(C=C2C2CCOCC2)[C@H]2[C@@H]([C@@H]([C@H](C2)CNCCCNCCC2=CC=CC=C2)O)O